BrC1=C(C(=C(C=C1)S(=O)(=O)N(CC(F)(F)F)C)F)Cl 4-bromo-3-chloro-2-fluoro-N-methyl-N-(2,2,2-trifluoroethyl)benzenesulfonamide